N-(2-aminopropyl)morpholine NC(CN1CCOCC1)C